C(C)(CC)C=1C(=NC=C(C1N)C#CC=1C=NN(C1)C)NC1=NC(=NC=C1)C=1C=NN(C1)S(=O)(=O)C1CC1 M-(sec-Butyl)-N2-(2-(1-(cyclopropylsulfonyl)-1H-pyrazol-4-yl)pyrimidin-4-yl)-5-((1-methyl-1H-pyrazol-4-yl)ethynyl)pyridine-2,4-diamine